C(C)(=O)N1\C(\C(C2=CC=CC=C12)=O)=C/C1=NC2=CC=C(C=C2C=C1)CNS(=O)(=O)C (Z)-N-((2-((1-acetyl-3-oxoindolin-2-ylidene)-methyl)quinolin-6-yl)methyl)meth-anesulfonamide